NC=1C2=C(N=CN1)N(C=C2C2=C(C=C(C=C2)NC(CO)=O)F)C N-(4-(4-amino-7-methyl-7H-pyrrolo[2,3-d]pyrimidin-5-yl)-3-fluorophenyl)-2-hydroxyacetamide